4-Ethyl-1,3-benzenediol C(C)C1=C(C=C(C=C1)O)O